1-(2-(4-Chlorophenyl)-2-oxoethyl)-4-methylpyridin-1-ium bromide [Br-].ClC1=CC=C(C=C1)C(C[N+]1=CC=C(C=C1)C)=O